5-Chloro-1,3-benzoxazole ClC=1C=CC2=C(N=CO2)C1